1-((5,5-dimethyl-1,3-dioxan-2-yl)methyl)-4-(p-tolylethynyl)-1H-1,2,3-triazole CC1(COC(OC1)CN1N=NC(=C1)C#CC1=CC=C(C=C1)C)C